Bis(4-hydroxyphenylthio-ethoxy)methane OC1=CC=C(C=C1)SCCOCOCCSC1=CC=C(C=C1)O